4-bromo-1-[1-(tetrahydro-pyran-2-yloxy)-cyclopropylmethyl]-1H-pyrazole BrC=1C=NN(C1)CC1(CC1)OC1OCCCC1